CS(=O)(=O)C=1C=C(C=NC1)C1=NC(=NC=C1C(F)(F)F)N[C@@H]1CC[C@H](CC1)N(C(CC)=O)C1=NC=C(N=C1)C=1C=NC(=NC1)OC N-(trans-4-((4-(5-(methane-sulfonyl)pyridin-3-yl)-5-(trifluoromethyl)pyrimidin-2-yl)amino)cyclohexyl)-N-(5-(2-methoxypyrimidin-5-yl)pyrazin-2-yl)propanamide